FC1(CC(C1)C(O)C1=CC=2C(=NC(=CC2)C2=CC=3C(N=C2)=NN(C3)C)S1)F (3,3-difluorocyclobutyl)(6-(2-methyl-2H-pyrazolo[3,4-b]pyridine-5-yl)thieno[2,3-b]pyridine-2-yl)methanol